1-(6-(4-(Cyclopropanecarbonyl)piperazine-1-carbonyl)thieno[3,2-b]pyridin-7-yl)-4-phenylpiperidine-4-carbonitrile C1(CC1)C(=O)N1CCN(CC1)C(=O)C=1C(=C2C(=NC1)C=CS2)N2CCC(CC2)(C#N)C2=CC=CC=C2